(E)-2-(4-(tert-butyl)styryl)-6-(p-toluenesulfonyl)benzonitrile C(C)(C)(C)C1=CC=C(/C=C/C2=C(C#N)C(=CC=C2)S(=O)(=O)C2=CC=C(C)C=C2)C=C1